2,2'-[[2-(allyloxy)-1,3-phenylene]di(methylene)]di(epoxyethane) C(C=C)OC1=C(C=CC=C1CC1CO1)CC1CO1